C(C=C)OC1=C(C=C(C=C1C(C)(C)C)C)[Si](C1C2=CC=CC=C2C=2N(C=3C=CC(=CC3C21)C)C)(C)C 10-((2-(Allyloxy)-3-(tert-butyl)-5-methylphenyl)dimethylsilyl)-5,8-dimethyl-5,10-dihydroindeno[1,2-b]indole